(4-(6-(4-chlorophenyl)-2-(pyridin-3-yl)pyrimidin-4-yl)piperazin-1-yl)ethan-1-one ClC1=CC=C(C=C1)C1=CC(=NC(=N1)C=1C=NC=CC1)N1CCN(CC1)C(C)=O